ClC=1C=C(C(=NC1)N1C([C@H](N(C(C1)=O)CC1=CC(=C(C=C1)F)Cl)C1COC1)=O)C (R)-1-(5-chloro-3-methylpyridin-2-yl)-4-(3-chloro-4-fluorobenzyl)-3-(oxetan-3-yl)piperazine-2,5-dione